2-cyclopentyl-6-hydroxy-2H-pyran-3(6H)-one C1(CCCC1)C1OC(C=CC1=O)O